(S)-5-(4-amino-3-((2-isopropoxypropyl)amino)phenyl)-1,3-dimethylpyridin-2(1H)-one NC1=C(C=C(C=C1)C=1C=C(C(N(C1)C)=O)C)NC[C@H](C)OC(C)C